OC1=C(C(=CC(=C1C(C)=O)O)O)[C@H]1[C@@H](CCC(=C1)C)C(=C)C 1-((1'R,2'R)-2,4,6-trihydroxy-5'-methyl-2'-(prop-1-en-2-yl)-1',2',3',4'-tetrahydro-[1,1'-biphenyl]-3-yl)ethan-1-one